(benzotriazol-1-yloxy)tris(dimethylamino)phosphonium N1(N=NC2=C1C=CC=C2)O[P+](N(C)C)(N(C)C)N(C)C